COC(=O)C1=CC=C(C=C1)[C@@H]1C[C@@](CCC1)(C(=O)O)C1=CC=CC=C1 cis-3-(4-(methoxycarbonyl)phenyl)-1-phenylcyclohexane-1-carboxylic acid